3-[benzoyl (propan-2-yl)amino]-1-phenylbutyl benzoate C(C1=CC=CC=C1)(=O)OC(CC(C)N(C(C)C)C(C1=CC=CC=C1)=O)C1=CC=CC=C1